N-((6-((4-chlorophenyl)amino)-2-morpholinopyrimidin-4-yl)methyl)thiazole-2-carboxamide ClC1=CC=C(C=C1)NC1=CC(=NC(=N1)N1CCOCC1)CNC(=O)C=1SC=CN1